methyl 1-[1-(3-hydroxyphenyl)-3-(trifluoromethyl)-4,5,6,7-tetrahydroindazole-7-carbonyl]piperidine-4-carboxylate OC=1C=C(C=CC1)N1N=C(C=2CCCC(C12)C(=O)N1CCC(CC1)C(=O)OC)C(F)(F)F